CCCCCCCCCCCCCCCC[N+](C)(C)C Cetrimonium